ClCC1=CC=C(C=N1)NC1C(NC(CC1)=O)=O 3-((6-(Chloromethyl)pyridin-3-yl)amino)piperidine-2,6-dione